(+)-(4aR,8aS)-6-[4-[2-(3-Chloropyridin-2-yl)ethynyl]piperidine-1-carbonyl]-4,4a,5,7,8,8a-hexahydropyrido[4,3-b][1,4]oxazin-3-one ClC=1C(=NC=CC1)C#CC1CCN(CC1)C(=O)N1C[C@@H]2[C@@H](OCC(N2)=O)CC1